naphthoresorcinol C1=CC=C2C(=C1)C=C(C=C2O)O